(chlorooctyl)(trimethoxy)silane ClCCCCCCCC[Si](OC)(OC)OC